N[C@@H]1C2=NC=CC=C2CC12CCN(CC2)C2=CC=C1C(N(C(NC1=C2)=O)C2=C(C(=CC=C2)Cl)Cl)=O (S)-7-(7-Amino-5,7-dihydrospiro[cyclopenta[b]pyridine-6,4'-piperidine]-1'-yl)-3-(2,3-dichlorophenyl)quinazoline-2,4(1H,3H)-dione